Cl.N1=CN=CC=2C1=NC(CC2)=O pyrido[2,3-d]pyrimidin-7-one, hydrochloride